C1(CCC1)N1N=CC(=C1)C1=NN2C(=NC=3C(=CC=CC3C2=N1)C(F)(F)F)N[C@H]1C(NCCCC1)=O (3R)-3-{[2-(1-cyclobutyl-1H-pyrazol-4-yl)-7-(trifluoromethyl)[1,2,4]triazolo[1,5-c]quinazolin-5-yl]amino}azepan-2-one